[3-[5-benzyloxy-1-(4-fluoro-3-methyl-phenyl)-2-isopropyl-indol-3-yl]cyclobutyl]methanol C(C1=CC=CC=C1)OC=1C=C2C(=C(N(C2=CC1)C1=CC(=C(C=C1)F)C)C(C)C)C1CC(C1)CO